cyclopropyl 4-(3,4-dichlorophenoxy)-1H-1,2,3-triazole-5-carboxylate ClC=1C=C(OC=2N=NNC2C(=O)OC2CC2)C=CC1Cl